NCCCN1N=C(C(=C1C1=NNC(=N1)C1=NC(=CC2=C1C=NN2C)C(=O)N)O)C 4-{3-[1-(3-aminopropyl)-4-hydroxy-3-methyl-1H-pyrazol-5-yl]-1H-1,2,4-triazol-5-yl}-1-methyl-1H-pyrazolo[4,3-c]pyridine-6-carboxamide